(R)-1-((5-aminopyridin-2-yl)amino)propan-2-ol NC=1C=CC(=NC1)NC[C@@H](C)O